1-(cyanomethyl)-N-(1-methylcyclopropyl)-3-(5-methyl-1,3,4-thiadiazol-2-yl)-2-oxo-benzimidazole-5-sulfonamide C(#N)CN1C(N(C2=C1C=CC(=C2)S(=O)(=O)NC2(CC2)C)C=2SC(=NN2)C)=O